FC(C=1C=C(C=CC1F)N1N=C(C=C1C)N1CCN(CC1)C(=O)OC(C)(C)C)F tert-butyl 4-[1-[3-(difluoromethyl)-4-fluoro-phenyl]-5-methyl-pyrazol-3-yl]piperazine-1-carboxylate